bis(3-tert-butylphenyl) phosphate P(=O)(OC1=CC(=CC=C1)C(C)(C)C)(OC1=CC(=CC=C1)C(C)(C)C)[O-]